C(C)OC1=CC=C(OC=2C=C(C=NC2)NC(C=C)=O)C=C1 N-{5-(4-ethoxyphenoxy)pyridin-3-yl}acrylamide